N-[[6-(5-cyclopropylisoxazole-3-carbonyl)-6-azaspiro[2.5]octan-2-yl]methyl]furo[2,3-c]pyridine-2-carboxamide C1(CC1)C1=CC(=NO1)C(=O)N1CCC2(C(C2)CNC(=O)C2=CC=3C(=CN=CC3)O2)CC1